COC1=CC=C(C=C1)C1=NOC(=N1)N1CCC(CC1)C(=O)NCC1CN(CC1)C[C@@H]1NCCCC1 1-(3-(4-Methoxyphenyl)-1,2,4-oxadiazol-5-yl)-N-((1-(((R)-piperidin-2-yl)methyl)pyrrolidin-3-yl)methyl)piperidine-4-carboxamide